C(C)(C)(C)OC(=O)N1N=CC(=C1)C=1OC(=CC1)C(NC=1C(=NN(C1)CCOCC)C1=NC=CC=C1)=O 4-(5-((1-(2-ethoxyethyl)-3-(pyridin-2-yl)-1H-pyrazol-4-yl)carbamoyl)furan-2-yl)-1H-pyrazole-1-carboxylic acid tert-butyl ester